NC=1C=C(C(=O)OC)C=CC1NC1=CC=C(C=C1)OC methyl 3-amino-4-((4-methoxyphenyl)amino)benzoate